CC=1C=C(C(=O)C2=CC3=C(S(C4=C3C=CC=C4)=O)C=C2)C=C(C1OC)C 2-(3,5-dimethyl-4-methoxybenzoyl)dibenzothiophene-5-oxide